C(C)(C)(C)N1N=NC(=C1)C(=O)NCC1=C(C=C(C=C1)C1=C(C=NC=C1)OC1CCN(CC1)C(C#C)=O)C 1-(tert-Butyl)-N-(2-methyl-4-(3-((1-propioloylpiperidin-4-yl)oxy)pyridin-4-yl)benzyl)-1H-1,2,3-triazole-4-carboxamide